[Si](C)(C)(C(C)(C)C)OC[C@H](CC=C)S(=O)(=O)N (S)-1-((TERT-BUTYLDIMETHYLSILYL)OXY)PENT-4-ENE-2-SULFONAMIDE